6-({[(1S)-1-Cyclobutylethyl]amino}methyl)-3-fluoroimidazo[1,2-a]pyridine-8-carboxylic acid methyl ester COC(=O)C=1C=2N(C=C(C1)CN[C@@H](C)C1CCC1)C(=CN2)F